tetraglycidyl-p-phenylenediamine C(C1CO1)N(C1=CC=C(C=C1)N(CC1CO1)CC1CO1)CC1CO1